C(C1=CC=CC=C1)OC([C@H](CCC(=O)OCC1=CC=CC=C1)N=C=O)=O.C1(=CC=C(C=C1)C(C)NC(CN1C(C2=CC(=CC=C2C1)C1=NC(=NC=C1Cl)NC1CCOCC1)=O)=O)C1=CC=CC=C1 N-(1-{[1,1'-biphenyl]-4-yl}ethyl)-2-(6-{5-chloro-2-[(oxacyclohex-4-yl)amino]pyrimidin-4-yl}-1-oxo-2,3-dihydro-1H-isoindol-2-yl)acetamide Dibenzyl-(S)-2-isocyanatopentanedioate